[Cl-].C(CC)[NH+]1CC(CCC1)CCCC 1-Propyl-3-butylpiperidinium chlorid